4-((5-(4-methoxyquinazolin-6-yl)pyrrolo[2,1-f][1,2,4]triazin-2-yl)amino)cyclohexan-1-ol COC1=NC=NC2=CC=C(C=C12)C=1C=CN2N=C(N=CC21)NC2CCC(CC2)O